C(C)N(C(\C=C\C)=O)C1=C(C=CC=C1)Br (E)-N-ethyl-N-(2-bromophenyl)-2-butenamide